1-((1-(3-isopropyl-4-methyl-2-(8-methyl-[1,2,4]triazolo[1,5-a]pyridin-6-yl)-1H-pyrrolo[2,3-c]pyridin-5-yl)piperidin-4-yl)amino)-2-methylpropan-2-ol C(C)(C)C1=C(NC2=CN=C(C(=C21)C)N2CCC(CC2)NCC(C)(O)C)C=2C=C(C=1N(C2)N=CN1)C